CNC(C(=O)O)CC(=O)O 2-(methylamino)butanedioic acid